hexamethyl terphenolate CC=1C(=C(C(=C(C1)[O-])C=1C(=C(C(=C(C1C)C)C)C)[O-])C=1C(=CC=CC1)[O-])C